N1(CCC1)C1=CC=C(C=N1)CNC(=O)C1=NC(=CN=C1)N1C[C@]2(CC1)C1=C(NC(O2)=O)C=CC(=C1F)Cl (S)-N-((6-(Azetidin-1-yl)pyridin-3-yl)methyl)-6-(6-chloro-5-fluoro-2-oxo-1,2-dihydrospiro[benzo[d][1,3]oxazine-4,3'-pyrrolidin]-1'-yl)pyrazine-2-carboxamide